C1(CC1)CNC(=O)C1=CC(=NN1C)C1=NC(=NC=C1)NC1=CC(=CC(=C1)C)C N-(cyclopropylmethyl)-3-{2-[(3,5-dimethylphenyl)amino]pyrimidin-4-yl}-1-methyl-1H-pyrazole-5-carboxamide